bis[4,6-bis(naphthalen-1-yl)pyrimidinyl](dipivalylmethane) iridium (III) [Ir+3].C1(=CC=CC2=CC=CC=C12)C1=NC(=NC(=C1)C1=CC=CC2=CC=CC=C12)C(C(C(C)(C)C)=O)(C(C(C)(C)C)=O)C1=NC(=CC(=N1)C1=CC=CC2=CC=CC=C12)C1=CC=CC2=CC=CC=C12